(2-cyano-7-phenylisoindolin-5-yl)-1-methylpiperidine-3-carboxamide C(#N)N1CC2=C(C=C(C=C2C1)C1N(CCCC1C(=O)N)C)C1=CC=CC=C1